(R)-1-(3-chlorophenyl)ethyl (1-methyl-4-(5-(methylsulfonamido)pyridin-2-yl)-1H-1,2,3-triazol-5-yl)carbamate CN1N=NC(=C1NC(O[C@H](C)C1=CC(=CC=C1)Cl)=O)C1=NC=C(C=C1)NS(=O)(=O)C